(±)-tetraHydro-2H-pyran-4-yl 2-((2-chloro-4-(4-(3-chlorophenyl)-trans-2,3-dimethylpiperazine-1-carbonyl)phenyl)sulfinyl)acetate ClC1=C(C=CC(=C1)C(=O)N1[C@H]([C@@H](N(CC1)C1=CC(=CC=C1)Cl)C)C)[S@](=O)CC(=O)OC1CCOCC1 |&1:24|